COCOC=1C=C(C2=C(C=CC=C2C1)OC(F)(F)F)B1OC(C(O1)(C)C)(C)C 2-(3-(methoxymethoxy)-8-(trifluoromethoxy)naphthalen-1-yl)-4,4,5,5-tetramethyl-1,3,2-dioxaborolane